FC(OC=1C=NC(=NC1)N[C@@H]1C[C@H](CC1)NC1=CC=C(C=N1)N1C(C(=CC=C1)C(=O)N)=O)F 6'-(((1S,3S)-3-((5-(difluoromethoxy)pyrimidin-2-yl)-amino)cyclopentyl)amino)-2-oxo-2H-[1,3'-bipyridine]-3-carboxamide